CC=1C=C(C=2[C@H]3[C@H](C(OC2C1)(C)C)CCC(=C3)C)O (6aR,10aR)-3,6,6,9-tetramethyl-6a,7,8,10a-tetrahydro-6H-benzo[c]chromen-1-ol